1-cyclobutyl-3-methyl-5H,7H-pyrazolo[3,4-d]pyrimidine-4,6-dione C1(CCC1)N1N=C(C2=C1NC(NC2=O)=O)C